{1-[3-(pyridin-2-yl)propyl]hexahydropyridin-4-yl}methanamine N1=C(C=CC=C1)CCCN1CCC(CC1)CN